Lithium 2-(diphenylphospholyl)phenolate C1(=CC=CC=C1)C=1C(=C(PC1)C1=C(C=CC=C1)[O-])C1=CC=CC=C1.[Li+]